C1(=CC=CC2=CC=CC=C12)C[N+]1=CC=CC2=CC=CC=C12 1-(1-naphthylmethyl)quinolinium